bis(3-(3,5-di-tert-butyl-4-hydroxyphenyl)propionyl)hexanediamine C(C)(C)(C)C=1C=C(C=C(C1O)C(C)(C)C)CCC(=O)C(C(N)(N)C(CCC1=CC(=C(C(=C1)C(C)(C)C)O)C(C)(C)C)=O)CCCC